6-chloro-4-hydroxy-7-methoxy-1-methyl-2-oxo-1,2-dihydroquinoline-3-carbonitrile ClC=1C=C2C(=C(C(N(C2=CC1OC)C)=O)C#N)O